SCCC(=O)O.SCCC(=O)O.C(O)C(CC)(CO)CO trimethylolpropane bis(3-mercaptopropionate)